(E)-3,3'-(1,4-dimethyltetraaz-2-ene-1,4-diyl)bis(propan-1-amine) CN(\N=N\N(C)CCCN)CCCN